ClC1=CC2=C(C=N1)C(=CN2C2=NC(=CC(=C2)C)C2(COCC2)OC)C2CC(C2)C#N 3-(6-Chloro-1-(6-(3-methoxytetrahydrofuran-3-yl)-4-methylpyridin-2-yl)-1H-pyrrolo[3,2-c]pyridine-3-yl)cyclobutane-1-carbonitrile